N(C(=N)N)CCCCCCCCCCCCCCC(CC(=O)O)O 17-Guanidino-3-hydroxy-heptadecanoic acid